FC1(CC(C1)C1=NN(C(=C1C1=CC=C(C=C1)F)NC(=O)[C@H]1C(C1)(F)F)C)F (S)-N-(3-(3,3-difluorocyclobutyl)-4-(4-fluorophenyl)-1-methyl-1H-pyrazol-5-yl)-2,2-difluorocyclopropane-1-carboxamide